C(#N)C1=C(C=C(C2=C1CCO2)C2=CC=C(C=C2)C(F)(F)F)NC=C(C(=O)O)C ((4-cyano-7-(4-(trifluoromethyl)phenyl)-2,3-dihydrobenzofuran-5-yl)amino)methacrylic acid